CC1N(C(C=C(C1)OS(=O)(=O)C(F)(F)F)C)C(=O)OC(C)(C)C tert-Butyl 2,6-dimethyl-4-(((trifluoromethyl)sulfonyl)oxy)-3,6-dihydropyridine-1(2H)-carboxylate